2-(((1,3-dimethylazetidin-3-yl)carbamoyl)oxy)-3-(palmitoyloxy)propyl (9Z,12Z)-octadeca-9,12-dienoate C(CCCCCCC\C=C/C\C=C/CCCCC)(=O)OCC(COC(CCCCCCCCCCCCCCC)=O)OC(NC1(CN(C1)C)C)=O